CC(C)[C@H]([C@@H](CC=C)C)S(=O)(=O)N (3R,4R)-2,4-DIMETHYLHEPT-6-ENE-3-SULFONAMIDE